2-(4-fluorophenethyl)-3-methyl-2H-benzo[g]indazol-5-ol FC1=CC=C(CCN2N=C3C4=C(C(=CC3=C2C)O)C=CC=C4)C=C1